3,6-Bis(4-(bis(2-hydroxydodecyl)amino)butyl)piperazine-2,5-dione OC(CN(CCCCC1C(NC(C(N1)=O)CCCCN(CC(CCCCCCCCCC)O)CC(CCCCCCCCCC)O)=O)CC(CCCCCCCCCC)O)CCCCCCCCCC